6-methoxy-N-(3-(methylsulfonylamino)propyl)-8-(4-(trifluoromethyl)cyclohex-1-en-1-yl)quinoline-3-carboxamide COC=1C=C2C=C(C=NC2=C(C1)C1=CCC(CC1)C(F)(F)F)C(=O)NCCCNS(=O)(=O)C